FC(S(=O)(=O)[O-])(F)F.COC(=O)OC1=CC=C(C=C1)[S+](C)C (4-((methoxycarbonyl)oxy)phenyl)dimethylsulfonium trifluoromethanesulfonate salt